Chlorohexyne ClC#CCCCC